C(CCC)C1=CC=C(C=C1)C1=CC=CC=2C3=CC=CC=C3C(C12)(CC)CC (4-butylphenyl)-9,9-diethyl-9H-fluorene